Methyl-(5S)-2-[2-(4-fluorophenyl)ethyl]-3-oxo-2,3,5,6,7,8-hexahydro[1,2,4]triazolo[4,3-a]pyridine-5-carboxylate COC(=O)[C@@H]1CCCC=2N1C(N(N2)CCC2=CC=C(C=C2)F)=O